The molecule is a monohydroxybenzoic acid that is 2-hydroxybenzoic acid in which the hydrogen at position 3 is replaced by a beta-D-xylosyloxy group. It has a role as a plant metabolite. It is a beta-D-xyloside and a monohydroxybenzoic acid. It derives from a 2,3-dihydroxybenzoic acid. C1[C@H]([C@@H]([C@H]([C@@H](O1)OC2=CC=CC(=C2O)C(=O)O)O)O)O